(R)-3,5-dimethyl-2-(8-(1-methylpiperidin-3-yl)-5,6,7,8-tetrahydropyrido[2,3-c]pyridazin-3-yl)phenol CC=1C(=C(C=C(C1)C)O)C1=CC2=C(N=N1)N(CCC2)[C@H]2CN(CCC2)C